formamide fumarate dihydrate O.O.C(\C=C\C(=O)O)(=O)O.C(=O)N